O=C1N(CCC(N1)=O)C1=CC(=C(CN(C2CCN(CC2)C=2C(=CC3=C(C(C=4NC5=CC(=CC=C5C4C3=O)C#N)(C)C)C2)CC)C)C=C1)F 8-(4-((4-(2,4-dioxotetrahydropyrimidin-1(2H)-yl)-2-fluorobenzyl)(methyl)amino)piperidin-1-yl)-9-ethyl-6,6-dimethyl-11-oxo-6,11-dihydro-5H-benzo[b]carbazole-3-carbonitrile